2-ethylthiazole-4-carboxylic acid C(C)C=1SC=C(N1)C(=O)O